(3-Fluoro-6-methoxypyridin-2-yl)(5-{[2-(6-isopropylpyridin-3-yl)imidazo[1,2-a]pyridin-3-yl]-methyl}-2,5-diazabicyclo[2.2.2]oct-2-yl)methanone FC=1C(=NC(=CC1)OC)C(=O)N1C2CN(C(C1)CC2)CC2=C(N=C1N2C=CC=C1)C=1C=NC(=CC1)C(C)C